1-tetradecanoyl-2-(6Z,9Z,12Z,15Z-octadecatetraenoyl)-glycero-3-phosphoserine CCCCCCCCCCCCCC(=O)OC[C@H](COP(=O)(O)OC[C@@H](C(=O)O)N)OC(=O)CCCC/C=C\C/C=C\C/C=C\C/C=C\CC